O[C@@H]1C[C@@]2([C@@H](C[C@H]3[C@@H]4CC[C@@H]([C@@]4(C)C[C@H]([C@@H]3[C@]2(CC1)C)O)O)O)O 3β,5α,6β,11α,17β-pentahydroxyandrostane